BrC12CC(C1)(C2)Br dibromobicyclo[1.1.1]pentane